2-(4-(2-aminoethoxy)-3,5-dimethylphenyl)-5,7-dimethoxyquinazolin-4(3H)-one NCCOC1=C(C=C(C=C1C)C1=NC2=CC(=CC(=C2C(N1)=O)OC)OC)C